C(#N)C=1C(=NC(=NC1)NC=1C(=CC(=C(C1)NC(C=C)=O)N(C)CCN(C)C)OC)C1=CN(C2=C(C=CC=C12)F)C1CC1 N-(5-((5-Cyano-4-(1-cyclopropyl-7-fluoro-1H-indol-3-yl)pyrimidin-2-yl)amino)-2-((2-(dimethylamino)ethyl)(methyl)amino)-4-methoxyphenyl)acrylamide